[Si](O)(O)(O)O.C(=CC)O propenol silicate